ClC1=C(N)C=CC(=C1)[N+](=O)[O-] 2-chloro-4-nitro-aniline